dimethyl-1,3,2-dioxaphosphorinane-oxide CC1(COP(OC1)=O)C